N-[[2-(1-benzhydrylpyridin-1-ium-3-yl)acetyl]amino]carbamic acid tert-butyl ester bromide [Br-].C(C)(C)(C)OC(NNC(CC=1C=[N+](C=CC1)C(C1=CC=CC=C1)C1=CC=CC=C1)=O)=O